OC1=C(C=C(C=C1C)C1(C2=CC=CC=C2C=2C(=CC=CC12)C(=O)O)C1=CC(=C(C(=C1)C)O)CO)CO 9,9-bis(4-hydroxy-3-(hydroxymethyl)-5-methylphenyl)-9H-fluorene-4-carboxylic acid